CCCCC/C=C\C/C=C\C/C=C\C/C=C\CCCCCC(=O)O[C@H](COC(=O)CCCC/C=C\C/C=C\C/C=C\C/C=C\CC)COP(=O)(O)OC[C@@H](C(=O)O)N 1-(6Z,9Z,12Z,15Z-octadecatetraenoyl)-2-(7Z,10Z,13Z,16Z-docosatetraenoyl)-glycero-3-phosphoserine